(R)-methyl 2-(3-(5-(4-(3-((4-methyl-5-(pyrimidin-4-yl)-4H-1,2,4-triazol-3-yl)methylamino)benzamido)chroman-6-yloxy)pentyloxy)propoxy)acetate CN1C(=NN=C1C1=NC=NC=C1)CNC=1C=C(C(=O)N[C@@H]2CCOC3=CC=C(C=C23)OCCCCCOCCCOCC(=O)OC)C=CC1